C(C1=CC=CC=C1)OCC1CCC(CC1)C=1N=C2N(C=C(C(=C2)OC(C)C)C(=O)O)C1 2-[4-(benzyloxymethyl)cyclohexyl]-7-isopropoxy-imidazo[1,2-a]pyridine-6-carboxylic acid